4-(6-chloro-1-((2-(trimethylsilyl)ethoxy)methyl)-1H-pyrrolo[3,2-c]pyridine-2-yl)-N-(2,2,2-trifluoroethyl)pyrimidin-2-amine ClC1=CC2=C(C=N1)C=C(N2COCC[Si](C)(C)C)C2=NC(=NC=C2)NCC(F)(F)F